NC=1N=C2N(C=C(C=C2)C2=C(C=CC=C2)C)C1C(=O)[C@H]1[C@H](C1)F (2-amino-6-(o-tolyl)imidazo[1,2-a]pyridin-3-yl)((1s,2s)-2-fluorocyclopropyl)methanone